C(N)(=O)OCCOC(N)=O ethylene glycol dicarbamate